5-(tert-butoxycarbonyl-amino)-4-oxo-pentanoic acid C(C)(C)(C)OC(=O)NCC(CCC(=O)O)=O